tert-butyl ((4S,5R)-8,9-difluoro-4-methyl-5,6-dihydro-4H-pyrrolo[3,2,1-ij]quinolin-5-yl)(methyl)carbamate FC=1C=C2C[C@H]([C@@H](N3C2=C(C1F)C=C3)C)N(C(OC(C)(C)C)=O)C